BrC1=C(C=C2C(=CNC2=C1)S(=O)(=O)NC1=CC=C(C=C1)C#N)C 6-bromo-N-(4-cyanophenyl)-5-methyl-1H-indole-3-sulfonamide